FC=1C(=NC=C(C1)F)C(C(O)C1=CC=C(C=N1)NC(OC(C)(C)C)=O)(C)C tert-Butyl N-[6-[2-(3,5-difluoro-2-pyridyl)-1-hydroxy-2-methyl-propyl]-3-pyridyl]carbamate